Cl.N1=C2C(=CC=CC1=O)C=CC=C2 benzo[b]azepin-2-one hydrochloride